Cl.C1(=CC=C(C=C1)[C@H]1COC2=C(CN1)C=CC(=C2)C(=O)OC)C Methyl (S)-3-(p-tolyl)-2,3,4,5-tetrahydrobenzo[f][1,4]oxazepine-8-carboxylate hydrochloride